BrC1=CC=C(C=C1)N1N=CC2=CC(=C(C(=C12)C)OCOC)F 1-(4-Bromophenyl)-5-fluoro-6-(methoxymethoxy)-7-methyl-1H-indazole